(4-methoxyphenyl)[4-(2,3,5,6-tetrafluorophenoxycarbonyl)phenyl]iodonium perchlorate Cl(=O)(=O)(=O)[O-].COC1=CC=C(C=C1)[I+]C1=CC=C(C=C1)C(=O)OC1=C(C(=CC(=C1F)F)F)F